3-((4-hydroxy-1-((R)-3-phenylbutyryl)piperidin-4-yl)methyl)-7-(2-(methylamino)Phenyl)-2,3-dihydro-1H-inden-5-yl-imidazo[2,1-f][1,2,4]Triazin-4(3H)-one OC1(CCN(CC1)C(C[C@@H](C)C1=CC=CC=C1)=O)CC1CCC2=C(C=C(C=C12)C1=NN2C(C(N1)=O)=NC=C2)C2=C(C=CC=C2)NC